C(C)(C)(C)OC(NC1CCC2=CC=C(C=C12)CO)=O (6-(hydroxymethyl)-2,3-dihydro-1H-inden-1-yl)carbamic acid tert-butyl ester